4-Benzyl-1-[3-(triethoxysilyl)propyl]-1,2,3-triazole C(C1=CC=CC=C1)C=1N=NN(C1)CCC[Si](OCC)(OCC)OCC